C(C)(C)(C)OC(=O)N1C(CNCC1)C(=O)C1=CC=2C(=CN=C(C2)C2=NC=CC(=C2)C(NO)=N)N1C (5-(4-(N-hydroxycarbamimidoyl)pyridin-2-yl)-1-methyl-1H-pyrrolo[2,3-c]pyridine-2-carbonyl)piperazine-1-carboxylic acid tert-butyl ester